C1CNNC1 The molecule is an azacycloalkane that is the 1,2-diaza derivative of cyclopentane It is a saturated organic heteromonocyclic parent, a member of pyrazolidines and an azacycloalkane.